2-(2-bromo-4-isopropyl-7-oxopyrazolo[1,5-d][1,2,4]triazin-6(7H)-yl)acetic acid BrC1=NN2C(N(N=C(C2=C1)C(C)C)CC(=O)O)=O